[Cl-].C(CCCCCCC)C=1N(C=CN1)C=C octyl-1-vinyl-imidazole chloride